CC1=NOC(=C1)C(=O)NC1CCC(CC1)NC1=CC=CC=2N1C=C(N2)C(F)(F)F 3-methyl-N-[(1s,4s)-4-{[2-(trifluoromethyl)imidazo[1,2-a]pyridin-5-yl]amino}cyclohexyl]-1,2-oxazole-5-carboxamide